N1(CCNCC1)C(=O)C1=CC=C(C(=O)N)C=C1 4-(piperazine-1-carbonyl)benzamide